CC1(OC[C@H]2N1C(C(C2)S(=O)C2=CC=CC=C2)=O)C (7aS)-3,3-Dimethyl-6-(phenylsulfinyl)tetrahydro-3H,5H-pyrrolo[1,2-c]oxazol-5-one